tert-butyl (3aS,7aR)-5-[1-[(3S)-2,6-dioxo-3-piperidyl]indolin-4-yl]-3,3a,4,6,7,7a-hexahydro-2H-pyrrolo[3,2-c]pyridine-1-carboxylate O=C1NC(CC[C@@H]1N1CCC2=C(C=CC=C12)N1C[C@H]2[C@@H](CC1)N(CC2)C(=O)OC(C)(C)C)=O